C(C1=CC=CC=C1)N1C(N([C@H]2CS[C@@H](CCCCC(O)=O)[C@@H]12)CC1=CC=CC=C1)=O (3aS,4R,6aR)-dibenzyl-biotin